N1C(CC2=CC=CC=C12)=O racemic-oxindole